3-(bromomethyl)-2-chloro-5,6-difluoropyridine BrCC=1C(=NC(=C(C1)F)F)Cl